HEXYLSALICYLATE C(CCCCC)OC=1C(C(=O)[O-])=CC=CC1